3,5-Dihydroxy-4-[(2Z)-3-phenylprop-2-enoyl]phenoxyacetic acid OC=1C=C(OCC(=O)O)C=C(C1C(\C=C/C1=CC=CC=C1)=O)O